2,3-difluoro-4-isobutyl-benzonitrile FC1=C(C#N)C=CC(=C1F)CC(C)C